8-Methyl-2-[(3R)-tetrahydrofuran-3-ylmethyl]-4,5-dihydro-2H-furo[2,3-g]indazole-7-carboxylic acid CC1=C(OC=2CCC3=CN(N=C3C21)C[C@@H]2COCC2)C(=O)O